1-((2R)-4-(6-chloro-8-cyclopropoxy-7-(5-methyl-1H-indazol-4-yl)-2-((((S)-1-methylpyrrolidin-2-yl))methoxy)quinazolin-4-yl)-2-methylpiperazin-1-yl)prop-2-en-1-one ClC=1C=C2C(=NC(=NC2=C(C1C1=C2C=NNC2=CC=C1C)OC1CC1)OC[C@H]1N(CCC1)C)N1C[C@H](N(CC1)C(C=C)=O)C